3-((4-(methylthio)-1-tosyl-1H-indol-5-yl)oxy)benzonitrile CSC1=C2C=CN(C2=CC=C1OC=1C=C(C#N)C=CC1)S(=O)(=O)C1=CC=C(C)C=C1